Ethyl 2-[3-(aminocarbonyl)phenoxy]acetate triisopropylbenzenesulfinate C(C)(C)C1=C(C(=C(C=C1)S(=O)O)C(C)C)C(C)C.NC(=O)C=1C=C(OCC(=O)OCC)C=CC1